4-((1-butyl-1H-tetrazol-5-yl)(4-(3,5-dichloropyridin-4-yl)piperazin-1-yl)methyl)benzonitrile C(CCC)N1N=NN=C1C(C1=CC=C(C#N)C=C1)N1CCN(CC1)C1=C(C=NC=C1Cl)Cl